IC1=CC=C(C=C1)C(=O)N1CCOCC1 (4-iodophenyl)(morpholino)methanone